C1(CC1)S(=O)(=O)C1=C(C=CC(=C1)NC1=NNC(=C1)C)C=1SC2=C(N1)CCC(C2)N 2-(2-(cyclopropylsulfonyl)-4-((5-methyl-1H-pyrazol-3-yl)amino)phenyl)-4,5,6,7-tetrahydrobenzo[d]thiazol-6-amine